1-(5Z,8Z,11Z,14Z,17Z-eicosapentaenoyl)-2-(11Z,14Z-eicosadienoyl)-glycero-3-phospho-(1'-sn-glycerol) CCCCC/C=C\C/C=C\CCCCCCCCCC(=O)O[C@H](COC(=O)CCC/C=C\C/C=C\C/C=C\C/C=C\C/C=C\CC)COP(=O)(O)OC[C@H](CO)O